FC=1C(NC=C(C1)CCN1CC(C1)F)=O 3-fluoro-5-(2-(3-fluoroazetidine-1-yl)ethyl)-2-oxopyridin